C(C)(C)(C)[Si](O[C@H]1C[C@H](C2(C1)CCN(CC2)C2=CN=C1C(=N2)N(N=C1I)C1OCCCC1)NC(OC(C)(C)C)=O)(C)C tert-butyl N-[(1R,3R)-3-[(tertbutyldimethylsilyl)oxy]-8-[3-iodo-1-(oxan-2-yl)-1H-pyrazolo[3,4-b]pyrazin-6-yl]-8-azaspiro[4.5]decan-1-yl]carbamate